C(C1=CC=CC=C1)[C@H](NC(CNC(CNC(OCC1C2=CC=CC=C2C=2C=CC=CC12)=O)=O)=O)C(NCC(NCOCCC(=O)O)=O)=O (S)-11-benzyl-1-(9H-fluoren-9-yl)-3,6,9,12,15-pentaoxo-2,18-dioxa-4,7,10,13,16-pentaazaeicosane-20-carboxylic acid